COC1=C(CN(S(=O)(=O)C2=C(C=C(C=C2)F)F)C=2SC3=C(N2)C=CC(=C3)OC)C=CC(=C1)OC N-(2,4-dimethoxybenzyl)-2,4-difluoro-N-(6-methoxybenzo[d]thiazol-2-yl)benzenesulfonamide